(3R)-1-(6-chloro-7-(8-ethynyl-3-(methoxymethoxy)naphthalen-1-yl)-8-fluoro-2-(((2R,7aS)-2-fluorotetrahydro-1H-pyrrolizin-7a(5H)-yl)methoxy)quinazolin-4-yl)-3-methylpiperidin-3-ol ClC=1C=C2C(=NC(=NC2=C(C1C1=CC(=CC2=CC=CC(=C12)C#C)OCOC)F)OC[C@]12CCCN2C[C@@H](C1)F)N1C[C@@](CCC1)(O)C